[Sn+2].C(C)C(C(=O)[O-])CCCC.C(C)C(C(=O)[O-])CCCC 2-ethylhexanoic acid tin(II) salt